CN(C1=CC=C(CCNC(C2=C(C=C(C=C2)F)C(=O)N2CCC(CC2)OC2=NC=C(C=C2)N2CCOCC2)=O)C=C1)C N-(4-(dimethylamino)phenethyl)-4-fluoro-2-(4-((5-morpholinopyridin-2-yl)oxy)piperidine-1-carbonyl)benzamide